O1C(CCCC1)ONC(CCCCC(=O)N)=O N6-((tetrahydro-2H-pyran-2-yl)oxy)hexanediamide